C(CCCC)C(=O)CCCCC n-amyl keton